CCCCCCCCCCCCCCCCCCCCCC(=O)O[C@H](COC(=O)CC/C=C\C/C=C\C/C=C\C/C=C\C/C=C\C/C=C\CC)COP(=O)(O)OC[C@H](CO)O 1-(4Z,7Z,10Z,13Z,16Z,19Z-docosahexaenoyl)-2-docosanoyl-glycero-3-phospho-(1'-sn-glycerol)